FC1=C(C=CC=C1)CC(CC(=C)C)(C)NC(=O)C=1C=C2C(=NC1)C=CS2 N-(1-(2-fluorophenyl)-2,4-dimethylpent-4-en-2-yl)thieno[3,2-b]pyridine-6-carboxamide